C(C)(C)(C)OC(=O)N1C[C@@H]([C@H](CC1)F)N (3S,4S)-3-amino-4-fluoropiperidine-1-carboxylic acid tert-butyl ester